4-(2-ethoxyethyl)-8-(5-methylthiazol-2-yl)-3,4-dihydro-2H-benzo[b][1,4]oxazine-6-carboxylic acid C(C)OCCN1C2=C(OCC1)C(=CC(=C2)C(=O)O)C=2SC(=CN2)C